N-(5-(4-(4-acryloylpiperazin-1-yl)quinazolin-6-yl)-2-methoxypyridin-3-yl)-2,4-difluorobenzamide C(C=C)(=O)N1CCN(CC1)C1=NC=NC2=CC=C(C=C12)C=1C=C(C(=NC1)OC)NC(C1=C(C=C(C=C1)F)F)=O